C(=O)O.N[C@H](CC1=C(C2=NC(=CC(=C2S1)NCC=1SC=CN1)Cl)C)CC 2-[(2S)-2-aminobutyl]-5-chloro-3-methyl-N-[(1,3-thiazol-2-yl)methyl]thieno[3,2-b]pyridin-7-amine formate